[S].CCCC normal butane sulfur